N1(C=NC2=C1C=CC=C2)C2=CC=C(C=C2)NC(=O)NC=2N(N=C(C2)C(C)(C)C)C2=C(C=CC=C2)F 1-(4-benzimidazol-1-yl-phenyl)-3-[5-tert-butyl-2-(2-fluoro-phenyl)-2H-pyrazol-3-yl]-urea